C(C)(=O)OC(C)OCC 1-ethoxy-ethyl acetate